(S)-2-ethyloxetane C(C)[C@@H]1OCC1